FC1=C(OCC(C)OC2=NC=3N(C(N(C(C3N2C)=O)C)=O)C)C(=CC=C1)F 8-((1-(2,6-difluorophenoxy)propan-2-yl)oxy)-1,3,7-trimethyl-3,7-dihydro-1H-purine-2,6-dione